((3-phenylpropyl)amino)propanoate C1(=CC=CC=C1)CCCNC(C(=O)[O-])C